2-(2,2-difluorocyclopropoxy)ethan-1-ol FC1(C(C1)OCCO)F